CC(=CCC=O)C 4-methylpent-3-enal